BrC=1C=CC=2N(C1)N=C(C2SCC)NC(OC(C)(C)C)=O tert-butyl N-(6-bromo-3-ethylsulfanyl-pyrazolo[1,5-a]pyridin-2-yl)carbamate